O=C(CCNC)CCC(CCC(CCC(=O)O)=O)=O 5,8,11-trioxo-2-azatetradecane-14-oic acid